C(C)(=O)[O-].[N+](=O)([O-])C1=C(C=CC=C1)N1C(=CC=C1)C=CC=NNC(=[NH2+])N {3-[1-(2-Nitrophenyl)-1H-pyrrol-2-yl]allyliden}aminoguanidinium acetat